4-(4-(3,8-diazabicyclo-[3.2.1]octan-3-yl)-8-fluoro-2-(((2R,7aS)-2-fluorotetra-hydro-1H-pyrrolizin-7a(5H)-yl)methoxy)quinazolin-7-yl)-5-methyl-1H-indazole-3-carbonitrile C12CN(CC(CC1)N2)C2=NC(=NC1=C(C(=CC=C21)C2=C1C(=NNC1=CC=C2C)C#N)F)OC[C@]21CCCN1C[C@@H](C2)F